Disodium dihydrogen phosphate P(=O)(O)(O)[O-].[Na+].[Na+].P(=O)(O)(O)[O-]